CC1=CC=C(C=C1)S(=O)(=O)OCCOCCOCC#C 2-(2-(Prop-2-yn-1-yloxy)ethoxy)ethyl 4-methylbenzenesulfonate